ClC1=C(OCC(=O)C2=CC=CC=C2)C=CC(=C1)Cl 2,4-dichlorophenoxyacetophenone